C(C)(C)(C)OC(=O)OC1=C(C(=C(C(=O)O)C(=C1C)C)C)C 4-((tert-butoxycarbonyl)oxy)-2,3,5,6-tetramethylbenzoic acid